CNC(=O)C1=CC=C2C(NC(=NC2=C1)CSC1CCOCC1)=O N-Methyl-4-oxo-2-(((tetrahydro-2H-pyran-4-yl)thio)methyl)-3,4-dihydroquinazoline-7-carboxamide